1,3,5-benzenetrisol C1(=CC(=CC(=C1)O)O)O